4-ethylphenyl isocyanide C(C)C1=CC=C(C=C1)[N+]#[C-]